C(C)(C)C1=CC=C(C=C1)C1=CC=CC2=C(C3=CC=CC=C3C(=C12)N)N (4-isopropylphenyl)anthracene-9,10-diamine